C(C)(C)(C)OC(=O)N[C@@H](C(=O)OC)CI methyl (2S)-2-[[(tert-butoxy)carbonyl]amino]-3-iodopropanoate